[N+](#[C-])CC(=O)[O-] α-isocyanoacetate